N-phenyl-1-Naphthylamine C1=CC=C(C=C1)NC2=CC=CC3=CC=CC=C32